tert-butyl azetidine-1,3-dicarboxylate N1(CC(C1)C(=O)[O-])C(=O)OC(C)(C)C